(octafluoronaphthyl)boron FC12C(C(C(C(C2=CC=CC1)(F)[B])(F)F)(F)F)(F)F